FC1=C(CN2C(C3=NC=CC=C3C2=O)([2H])[2H])C(=CC(=C1)C=1C2=CN(N=C2C(=CC1)OCC1OCCC1)C)F 6-(2,6-difluoro-4-(2-methyl-7-((tetrahydrofuran-2-yl)methoxy)-2H-indazol-4-yl)benzyl)-6,7-dihydro-5H-pyrrolo[3,4-b]pyridin-5-one-7,7-d2